C(=C)N1CCCC1 vinylpyrrolidine